tert-Butyl 3-[(2-tert-butyl-5-methyl-4-methylsulfonyl-phenoxy)methyl]pyrazolo[3,4-b]pyridine-1-carboxylate C(C)(C)(C)C1=C(OCC2=NN(C3=NC=CC=C32)C(=O)OC(C)(C)C)C=C(C(=C1)S(=O)(=O)C)C